C(C)(C)(C)OC(=O)N1CC2(C=CC=3C(=C4C(N(CC4=CC3)C3C(NC(CC3)=O)=O)=O)O2)C1 8'-(2,6-dioxopiperidin-3-yl)-9'-oxo-8',9'-dihydro-7'H-spiro[azetidine-3,2'-pyrano[2,3-e]isoindole]-1-carboxylic acid tert-butyl ester